1-(2-hydroxyethyl)-3-methylimidazolium bis(trifluoromethanesulfonyl)imide salt [N-](S(=O)(=O)C(F)(F)F)S(=O)(=O)C(F)(F)F.OCCN1C=[N+](C=C1)C